tert-butyl-(3-chloropropoxy)diphenylsilane C(C)(C)(C)[Si](C1=CC=CC=C1)(C1=CC=CC=C1)OCCCCl